5-(1-methyl-1H-1,2,4-triazol-5-yl)picolinaldehyde CN1N=CN=C1C=1C=CC(=NC1)C=O